(R)-7-(2-(1-(2,2-difluoro-1-(4-fluorophenyl)propyl)-1H-pyrazol-4-yl)-5-methyl-pyrimidin-4-yl)-[1,2,4]triazolo[1,5-a]pyridin-2-amine FC([C@@H](C1=CC=C(C=C1)F)N1N=CC(=C1)C1=NC=C(C(=N1)C1=CC=2N(C=C1)N=C(N2)N)C)(C)F